NC1=C(C(N(C2=NC(=CC=C12)Cl)C1=CC=CC=C1)=O)C#N 4-Amino-7-chloro-2-oxo-1-phenyl-1,2-dihydro-1,8-naphthyridine-3-carbonitrile